O1CCN(CC1)CC1=CC(=NC(=C1)NC=1SC(=CN1)C=1N=NN(N1)C1=CC=CC=C1)NC1CC(C1)O (1r,3r)-3-((4-(morpholinomethyl)-6-((5-(2-phenyl-2H-tetrazol-5-yl)thiazol-2-yl)amino)pyridin-2-yl)amino)cyclobutan-1-ol